CN([C@H](C(F)F)C1=CC=C(C=C1)[S@](=O)(N)=NC(NC1=C2CCCC2=CC=2CCCC12)=O)C |o1:12| (S,S) or (R,S)-4-(1-(dimethylamino)-2,2-difluoroethyl)-N'-((1,2,3,5,6,7-hexahydro-s-indacen-4-yl)carbamoyl)benzenesulfonimidamide